FC1(CC(C1)CNC1=NC(=NC(=N1)NC1=CC(=NC=C1)C(F)(F)F)C1=NC(=CC=C1)C(F)(F)F)F N2-((3,3-difluorocyclobutyl)methyl)-6-(6-(trifluoromethyl)pyridin-2-yl)-N4-(2-(trifluoromethyl)pyridin-4-yl)-1,3,5-triazine-2,4-diamine